NC1=NC2=CC(=CC=C2C(=C1)C#N)CN(C(=O)C=1C=NC=CC1)C1=C(C=CC=C1)S(=O)(=O)C N-[(2-amino-4-cyanoquinolin-7-yl)methyl]-N-(2-methanesulfonylphenyl)pyridine-3-carboxamide